Cl.ClC=1C=CC(=C(CN2C[C@@H](CC2)CN)C1)OCCC (S)-(1-(5-chloro-2-propoxybenzyl)pyrrolidin-3-yl)methanamine Hydrochloride